5-((2H-1,2,3-triazol-2-yl)methyl)-8-bromo-2,2-dimethyl-4H-benzo[d][1,3]dioxin-4-one N=1N(N=CC1)CC1=CC=C(C=2OC(OC(C21)=O)(C)C)Br